FC=1N(N=C2C=CC(=CC12)B1OC(C(O1)(C)C)(C)C)C 3-fluoro-2-methyl-5-(4,4,5,5-tetramethyl-1,3,2-dioxaborolan-2-yl)-2H-indazole